NC(C)N1C(=NCC1)CCCCCCCCCCCCCCCC 1-aminoethyl-2-palmityl-imidazoline